C(C1=CC=CC=C1)N1CC=2C(N(C=3N=CC=CC3C2CC1)CC1=CC(=CC=C1)C)=O 3-Benzyl-6-(3-methylbenzyl)-2,3,4,6-tetrahydropyrido[3,4-c][1,8]naphthyridine-5(1H)-one